C(CCC)C(C(CC)C)O butyl-2-methyl-butanol